2,4-bistrifluoromethyl-phenylacetic acid FC(C1=C(C=CC(=C1)C(F)(F)F)CC(=O)O)(F)F